3,5-difluoro-2-pyridinecarboxylic acid methyl ester COC(=O)C1=NC=C(C=C1F)F